methyl (R)-4-(2-(difluoromethoxy)-5-fluorophenyl)-2-(fluoromethyl)-5-oxo-1,4,5,7-tetrahydrofuro[3,4-b]pyridine-3-carboxylate FC(OC1=C(C=C(C=C1)F)[C@@H]1C2=C(NC(=C1C(=O)OC)CF)COC2=O)F